2,3-bis[6-(1-octylnonyloxy)-6-oxo-hexyloxy]propionic acid C(CCCCCCC)C(CCCCCCCC)OC(CCCCCOC(C(=O)O)COCCCCCC(OC(CCCCCCCC)CCCCCCCC)=O)=O